NC=1C=CC(=C(C1)C1=NC=2C=NC(=NC2N(C1=O)C)SC)F 6-(5-amino-2-fluorophenyl)-8-methyl-2-(methylthio)pteridin-7(8H)-one